hexyl-nonanoic acid C(CCCCC)C(C(=O)O)CCCCCCC